3-methyl-4-(2,6,6-trimethyl-cyclohex-2-en-1-yl)but-3-en-2-one CC(C(C)=O)=CC1C(=CCCC1(C)C)C